BrC1=C(C=C(C(=C1)Br)N)N 4,6-dibromobenzene-1,3-diamine